(3R)-1-{6-[4-chloro-2-(methoxymethoxy)phenyl]pyridazin-3-yl}-N-(oxolan-3-yl)pyrrolidin-3-amine ClC1=CC(=C(C=C1)C1=CC=C(N=N1)N1C[C@@H](CC1)NC1COCC1)OCOC